CS(=O)(=O)OC1CS(CC1)(=O)=O 3-methanesulfonyloxytetrahydrothiophene-1,1-dioxide